Cl.C(C1=CC=CC=C1)OC([C@@H](N)CC(=O)OCC1=CC=CC=C1)=O L-aspartic acid dibenzyl ester hydrochloride